[Si](C)(C)(C(C)(C)C)O[C@@H]1CN(CC[C@H]1N1C([C@@H](CC1)O)=O)C1=NC=C(C=N1)C1CC1 (R)-1-((3R,4R)-3-((tert-butyldimethylsilyl)oxy)-1-(5-cyclopropylpyrimidin-2-yl)piperidin-4-yl)-3-Hydroxypyrrolidin-2-one